C(C)(C)(C)N1N=CC=2NCCCC21 tert-butyl-4,5,6,7-tetrahydro-1H-pyrazolo[4,3-b]pyridine